2,3-diethyl-5-methylpyrazine C(C)C1=NC=C(N=C1CC)C